COC1=CC=C(C=N1)CN1[C@@H](CN(C[C@@H]1C)C1=CC=C(C=N1)C1=NC2=CC=CC=C2C(=N1)NC1=NNC(=C1)C)C 2-(6-((3r,5s)-4-((6-methoxypyridin-3-yl)methyl)-3,5-dimethylpiperazin-1-yl)pyridin-3-yl)-N-(5-methyl-1H-pyrazol-3-yl)quinazolin-4-amine